tert-butyl (S)-3-(hydroxymethyl)piperazin-1-formate OC[C@@H]1CN(CCN1)C(=O)OC(C)(C)C